thiazolinesulfonic acid S1C(=NCC1)S(=O)(=O)O